(1S)-3-((R)-3-(azetidine-3-yl)piperidine-1-yl)cyclopentane-1-formic acid N1CC(C1)[C@@H]1CN(CCC1)C1C[C@H](CC1)C(=O)O